ClC1=C(C=CC2=C1C(=N[C@H](C=1N2C(=CN1)CO)C)C1=C(C=CC=C1F)F)C(F)(F)F [(4S)-7-chloro-6-(2,6-difluorophenyl)-4-methyl-8-(trifluoromethyl)-4H-imidazo[1,2-a][1,4]benzodiazepin-1-yl]methanol